3-((2-chloro-4-(trifluoromethyl)phenyl)amino)-4-(((5-(5-(trifluoromethyl)-1,2,4-oxadiazol-3-yl)pyridin-2-yl)methyl)amino)cyclobut-3-ene-1,2-dione ClC1=C(C=CC(=C1)C(F)(F)F)NC=1C(C(C1NCC1=NC=C(C=C1)C1=NOC(=N1)C(F)(F)F)=O)=O